1-isocyanato-2-[(4-isocyanatophenyl)methyl]benzene N(=C=O)C1=C(C=CC=C1)CC1=CC=C(C=C1)N=C=O